methyl 2-[4-(1-propanoyl pyrrolidin-2-yl)piperidin-1-yl]-6-azaspiro[3.4]octane-6-carboxylate C(CC)(=O)N1C(CCC1)C1CCN(CC1)C1CC2(C1)CN(CC2)C(=O)OC